C(#N)C1=CC=C(C=C1)C=1N(C(=CN1)C(F)(F)F)CC1=C(OCCC[C@H](CC(=O)O)C)C=CC=C1 (R)-6-(2-((2-(4-cyanophenyl)-5-(trifluoromethyl)-1H-imidazol-1-yl)methyl)phenoxy)-3-methylhexanoic acid